OCCCCCCCCCCC1(OC2=C(C(=C(C(=C2CC1)C)O)C)C)C 2-(10-hydroxydecyl)-2,5,7,8-tetramethylchroman-6-ol